NC1CCC(CC1)(F)CN(C(C(F)(F)F)=O)[C@H]1[C@@H](C1)C1=CC=CC=C1 N-((4-amino-1-fluorocyclohexyl)methyl)-2,2,2-trifluoro-N-(trans-2-phenylcyclopropyl)acetamide